C(CCCCCCCCCCC)(=O)N[C@@H](CC1=CC=CC=C1)C(=O)[O-].[Na+] sodium lauroyl-phenylalanine salt